FC1=C(CN(C=2C(C(C2N(CC2=CC=C(C=C2)C2=NOC(=N2)C(F)(F)F)C)=O)=O)C)C=CC=C1 3-((2-fluorobenzyl)(methyl)amino)-4-(methyl(4-(5-(trifluoromethyl)-1,2,4-oxadiazol-3-yl)benzyl)amino)cyclobut-3-ene-1,2-dione